5-methyl-2,3-dimethoxyphenol CC=1C=C(C(=C(C1)O)OC)OC